C(#N)[C@@H]1[C@@H](C1)NC(=O)NC=1C=NN2C1N=C(C=C2NC)NC2=CC(=CC=1OCCOC12)F 1-((1R,2S)-2-cyanocyclopropyl)-3-(5-((7-fluoro-2,3-dihydrobenzo[b][1,4]dioxin-5-yl)amino)-7-(methylamino)pyrazolo[1,5-a]pyrimidin-3-yl)urea